C(CCCCCCC)NC1=CC=C(C(=O)O)C=C1 p-octylaminobenzoic acid